O1C2C(CC1)OCC2 hexahydro-furo[3,2-b]furan